FC1CN(CC2(CCO2)C1)C1=CC=NC=C1 8-fluoro-4-(1-oxa-6-azaspiro[3.5]nonan-6-yl)pyridine